2-(benzo[d][1,3]dioxol-6-yl)butanoic acid O1COC2=C1C=C(C=C2)C(C(=O)O)CC